Quinoline-8-ol sulfate S(=O)(=O)(O)OC=1C=CC=C2C=CC=NC12